4,4,4',4',6,6'-Hexamethyl-2,2'-spirobichroman-8,8'-diylbis(diphenylphosphane) CC1(CC2(OC3=C(C=C(C=C13)C)P(C1=CC=CC=C1)C1=CC=CC=C1)OC1=C(C=C(C=C1C(C2)(C)C)C)P(C2=CC=CC=C2)C2=CC=CC=C2)C